S1C(CC1)C1(SCC1)OC1(SCC1)C1SCC1 thietanyl-thietanyloxide